phenethyl β-D-Galactopyranoside O([C@H]1[C@H](O)[C@@H](O)[C@@H](O)[C@H](O1)CO)CCC1=CC=CC=C1